N-(4-((benzyloxy)methyl)phenyl)-5-(5-chloro-6-(methylsulfonamido)pyrazin-2-yl)-2-methylbenzamide C(C1=CC=CC=C1)OCC1=CC=C(C=C1)NC(C1=C(C=CC(=C1)C1=NC(=C(N=C1)Cl)NS(=O)(=O)C)C)=O